(5-fluoropyridin-2-yl)-1H-1,2,4-triazol-5-amine FC=1C=CC(=NC1)N1N=CN=C1N